2-ethyl hydroxyisobutyrate OC(C(=O)OCC)(C)C